CC(C)[C@@H](C(=O)C(=O)[O-])C(=O)[O-] The molecule is a dicarboxylic acid dianion obtained by removal of a proton from both carboxy groups of (2S)-2-isopropyl-3-oxosuccinic acid. It has a role as a Saccharomyces cerevisiae metabolite. It derives from a succinate(2-). It is a conjugate base of a (2S)-2-isopropyl-3-oxosuccinic acid.